[Si](C)(C)(C(C)(C)C)OCC1(CCCCC1)CN1N=C(C=2C=NC(=CC21)Cl)N2C[C@H](CC2)CS(=O)(=O)C (S)-1-((1-(((tert-butyldimethylsilyl)oxy)methyl)cyclohexyl)methyl)-6-chloro-3-(3-((methylsulfonyl)methyl)pyrrolidin-1-yl)-1H-pyrazolo[4,3-c]pyridine